tert-butyl (2R)-5-{[2-(2,2-difluoroethyl)-3-fluorophenyl]carbamothioyl}-4-hydroxy-2-methyl-6-oxo-3,6-dihydropyridine-1(2H)-carboxylate FC(CC1=C(C=CC=C1F)NC(=S)C1=C(C[C@H](N(C1=O)C(=O)OC(C)(C)C)C)O)F